N-(10-aminodecyl)-2-(2-(1-methyl-1H-imidazol-5-yl)quinolin-4-yl)-1-(2-oxo-1,2,3,4-tetrahydroquinolin-6-yl)-1H-benzo[d]Imidazole-5-carboxamide hydrochloride Cl.NCCCCCCCCCCNC(=O)C1=CC2=C(N(C(=N2)C2=CC(=NC3=CC=CC=C23)C2=CN=CN2C)C=2C=C3CCC(NC3=CC2)=O)C=C1